4-(3-(3,5-dihydroxyphenyl)propyl)benzene-1,3-diol OC=1C=C(C=C(C1)O)CCCC1=C(C=C(C=C1)O)O